tert-butyl N-tert-butoxycarbonyl-N-[4-methoxy-5-(3-oxopropyl)pyrimidin-2-yl]carbamate Tert-butyl-N-tert-butoxycarbonyl-N-[5-(3-hydroxypropyl)-4-methoxy-pyrimidin-2-yl]carbamate C(C)(C)(C)OC(N(C1=NC=C(C(=N1)OC)CCCO)C(=O)OC(C)(C)C)=O.C(C)(C)(C)OC(=O)N(C(OC(C)(C)C)=O)C1=NC=C(C(=N1)OC)CCC=O